Cl.C(C)[C@H]1[C@@H](C1)N (trans)-2-ethylcyclopropylamine, hydrochloride